N1(C=NC=C1)C1CCN(CC1)C1=C(C=C2C[C@](COC2=C1)(C)O)NC(=O)C=1C=NN2C1N=CC=C2 (S)-N-(7-(4-(1H-imidazol-1-yl)piperidin-1-yl)-3-hydroxy-3-methylchroman-6-yl)pyrazolo[1,5-a]pyrimidine-3-carboxamide